COC(=O)C=1C=CC2=C(NC=N2)C1 (E)-1H-1,3-benzodiazole-6-carboxylic acid methyl ester